CC(C(CO)(CC)C)C 3,2-dimethyl-2-ethyl-butanol